BrC1=CC(=C(C=2C=C(OC21)C(=O)N(C)C)F)Cl 7-bromo-5-chloro-4-fluoro-N,N-dimethylbenzofuran-2-carboxamide